COC1=CC=C(CN(S(=O)(=O)C2=C(C=C(CN3C(=C(C=C3C3=CC(=CC=C3)C([2H])([2H])[2H])C=3SC(=C(N3)C(=O)OCC)C)CC3CC3)C=C2)F)CC2=CC=C(C=C2)OC)C=C1 ethyl 2-(1-(4-(N,N-bis(4-methoxybenzyl) sulfamoyl)-3-fluorobenzyl)-2-(cyclopropylmethyl)-5-(3-(methyl-d3) phenyl)-1H-pyrrol-3-yl)-5-methylthiazole-4-carboxylate